5-Methyl-2-(1-methyl-1H-imidazol-2-yl)-6-(1-methyl-1H-pyrazol-3-yl)-N-(5-phenyl-1H-pyrazol-3-yl)pyrrolo[2,1-f][1,2,4]triazin-4-amine CC=1C(=CN2N=C(N=C(C21)NC2=NNC(=C2)C2=CC=CC=C2)C=2N(C=CN2)C)C2=NN(C=C2)C